C(C)(=O)NCCC1=CNC2=CC=C(C=C12)O N-acetyl-5-hydroxyl-tryptamine